COC([C@H](C(C)C)N(C(=O)N1CCC2(CN(CCO2)C(=O)OC(C)(C)C)CC1)C)=O tert-butyl 9-{[(2S)-1-methoxy-3-methyl-1-oxobutan-2-yl](methyl)carbamoyl}-1-oxa-4,9-diazaspiro[5.5]undecane-4-carboxylate